O=C1C2(CCNC2)C(CCC1)=O 6,10-dioxo-2-azaspiro[4.5]decane